methyl (S)-2-((4-(6-((5-cyanopyrimidin-2-yl) methoxy) pyridin-2-yl) piperazin-1-yl) methyl)-1-(oxetan-2-ylmethyl)-1H-benzo[d]imidazole-6-carboxylate C(#N)C=1C=NC(=NC1)COC1=CC=CC(=N1)N1CCN(CC1)CC1=NC2=C(N1C[C@H]1OCC1)C=C(C=C2)C(=O)OC